COC1=NC=NC=C1C(=O)NCC=1OC2=C(C1)C=C(C=C2C(=O)O)C 2-((4-Methoxypyrimidine-5-carboxamido)methyl)-5-methylbenzofuran-7-carboxylic acid